(E)-1-(4-bromo-2-fluorophenyl)-3-(isopropylamino)but-2-en-1-one BrC1=CC(=C(C=C1)C(\C=C(/C)\NC(C)C)=O)F